methyl-benzoxazinone methyl-6-(5-(bis(4-methoxybenzyl)amino)-3-chloro-2-(trifluoromethyl)phenyl)-4-hydroxy-5,6-dihydro-2H-thiopyran-3-carboxylate COC(=O)C=1CSC(CC1O)C1=C(C(=CC(=C1)N(CC1=CC=C(C=C1)OC)CC1=CC=C(C=C1)OC)Cl)C(F)(F)F.CC1C(NOC2=C1C=CC=C2)=O